2''-(2-phenylethyl)-2'',3''-dihydrodispiro[[1,3]dioxolane-2,1'-cyclohexane-4',1''-indene] C1(=CC=CC=C1)CCC1C2(C3=CC=CC=C3C1)CCC1(CC2)OCCO1